FC(S(=O)(=O)OC=1N=C2C(=NC1C([2H])([2H])[2H])N(C(=C2C(N)=O)N)C2=C(C(=CC=C2C)OC)C)(F)F [6-amino-7-carbamoyl-5-(3-methoxy-2,6-dimethyl-phenyl)-3-(trideuteriomethyl)pyrrolo[2,3-b]pyrazin-2-yl] trifluoromethanesulfonate